tert-butyl 4-(2-(7,8-dimethyl-[1,2,4]triazolo[1,5-a]pyridin-6-yl)-3-isopropyl-1H-indol-5-yl)piperidine-1-carboxylate CC1=C(C=2N(C=C1C=1NC3=CC=C(C=C3C1C(C)C)C1CCN(CC1)C(=O)OC(C)(C)C)N=CN2)C